C1(=CC=CC=C1)N1C2=CC=CC=C2C=2C=CC=CC12 N-phenyl-carbazole